2-isobutyrylisoindoline-1,3-dione C(C(C)C)(=O)N1C(C2=CC=CC=C2C1=O)=O